(4-(4-methylpiperazin-1-yl)-2-nitrophenoxy)cyclopropane-1-carbonitrile CN1CCN(CC1)C1=CC(=C(OC2(CC2)C#N)C=C1)[N+](=O)[O-]